(S)-N-(1-(3-(2-(trifluoromethyl)pyridin-4-yl)-1,2,4-oxadiazol-5-yl)ethyl)tetrahydro-2H-pyran-4-carboxamide FC(C1=NC=CC(=C1)C1=NOC(=N1)[C@H](C)NC(=O)C1CCOCC1)(F)F